C1(=CC=CC=C1)C=1OCC(N1)N1N=CN=C1 2-phenyl-4-(1H-1,2,4-triazol-1-yl)-4,5-dihydro-oxazole